2-(((1s,3s)-3-(aminomethyl)cyclobutyl)amino)-8-(isopropylamino)pyrido[3,4-d]pyrimidine-6-carbonitrile NCC1CC(C1)NC=1N=CC2=C(N1)C(=NC(=C2)C#N)NC(C)C